C(=CCCCCC)C#N HEPTENYLCYANID